(S)-5-((5-cyclobutylisoxazol-3-yl)amino)-3-(4-((difluoromethyl)sulfonamido)-3-(1-(4-fluorophenyl)ethoxy)phenyl)-1H-pyrazole-4-carboxamide C1(CCC1)C1=CC(=NO1)NC1=C(C(=NN1)C1=CC(=C(C=C1)NS(=O)(=O)C(F)F)O[C@@H](C)C1=CC=C(C=C1)F)C(=O)N